CCCCCCC heptane